2-(3,4-methylenedioxyphenyl)-4,6-bis(trichloromethyl)s-triazine trans-linoleyl-icosanoate C(CCCCCCC\C=C\C\C=C/CCCCC)OC(CCCCCCCCCCCCCCCCCCC)=O.C1OC=2C=C(C=CC2O1)C1=NC(=NC(=N1)C(Cl)(Cl)Cl)C(Cl)(Cl)Cl